C1(=CC=CC=C1)N(C1=CC=CC=C1)C=1C=CC2=C3C=CC(=CC3=C(N=C2C1)C1=CC=CC=C1)N(C1=CC=CC=C1)C1=CC=CC=C1 3,8-bis(N,N-diphenylamino)-6-phenylphenanthridine